6-(3-isopropyl-5-(1-(2-methoxyethyl)piperidin-4-yl)-1H-indol-2-yl)-8-methyl-[1,2,4]triazolo[4,3-a]pyridine C(C)(C)C1=C(NC2=CC=C(C=C12)C1CCN(CC1)CCOC)C=1C=C(C=2N(C1)C=NN2)C